C1(CCCC1)[C@@H](C)N[S@@](=O)C(C)(C)C (S)-N-[(1R)-1-cyclopentylethyl]-2-methyl-2-propanesulfinamide